3-(5-(((1S,6S)-6-(cyclohexylamino)-3-fluorocyclohex-2-en-1-yl)methyl)-1-oxoisoindolin-2-yl)piperidine-2,6-dione C1(CCCCC1)N[C@H]1CCC(=C[C@@H]1CC=1C=C2CN(C(C2=CC1)=O)C1C(NC(CC1)=O)=O)F